C(C=C)OC1=C(C(=C(C=C1F)C(C)=O)O)Br 1-(4-(Allyloxy)-3-bromo-5-fluoro-2-hydroxyphenyl)ethan-1-one